C(C)N(C(C1=C(C=CC(=C1)F)OC1=C(N=CN=N1)N1CC2(CN(C2)[C@@H](C(C)C)CCCNCC(CO)OC)CC1)=O)C(C)C N-ethyl-5-fluoro-2-((5-(2-((3R)-6-((3-hydroxy-2-methoxypropyl)amino)-2-methylhexan-3-yl)-2,6-diazaspiro[3.4]oct-6-yl)-1,2,4-triazin-6-yl)oxy)-N-isopropylbenzamide